F[C@@H]1[C@@H](C1)C1=NC(=NO1)C1(CCN(CC1)C(=O)NC1=C(C=NC=C1)N1CCN(CC1)C(C)C)C 4-{5-[(1S,2S)-2-fluorocyclopropyl]-1,2,4-oxadiazol-3-yl}-N-[3-(4-isopropylpiperazin-1-yl)pyridin-4-yl]-4-methylpiperidine-1-carboxamide